C(O[C@]1(CCC=2C=CN(C2C1)S(=O)(=O)C1=CC=C(C)C=C1)C(F)(F)F)([2H])([2H])[2H] (S)-6-(methoxy-d3)-1-tosyl-6-(trifluoromethyl)-4,5,6,7-tetrahydro-1H-indole